C(C)(C)(C)OC(NC1=C(C=C2C3=C(C(OC2=C1)(C)C)C=C(C(=C3)C)OCC3=CC=CC=C3)C)=O (8-(benzyloxy)-2,6,6,9-tetramethyl-6H-benzo[c]chromen-3-yl)carbamic acid tert-butyl ester